1,1,1-trifluoro-N-phenylpropane-2-imine FC(C(C)=NC1=CC=CC=C1)(F)F